C(CC=C)OCC1=CC=C(C=C1)OC 1-(but-3-enyloxymethyl)-4-methoxy-benzene